N-((3R,4S)-4-((6-(2,6-dichloro-3,5-dimethoxyphenyl)-8-((3,5-dimethoxy-benzyl)oxy)pyrido[3,4-d]pyrimidin-2-yl)amino)tetrahydrofuran-3-yl)acrylamide ClC1=C(C(=C(C=C1OC)OC)Cl)C1=CC2=C(N=C(N=C2)N[C@H]2[C@H](COC2)NC(C=C)=O)C(=N1)OCC1=CC(=CC(=C1)OC)OC